CN1CCN(CC1)C1CCN(CC1)C1=CC=C(N)C=C1 4-(4-(4-methylpiperazin-1-yl)piperidin-1-yl)aniline